[15NH]1N=NC=C1 triazole-15N